COC(=O)C1CN(C(C1)=O)C(=O)OC(C)(C)C 5-oxopyrrolidine-1,3-dicarboxylic acid 1-(tert-butyl) ester 3-methyl ester